4-(4-(3,8-diazabicyclo[3.2.1]octane-3-yl)-8-fluoro-2-(((2R,7aS)-2-fluoroTetrahydro-1H-pyrrolizin-7a(5H)-yl)methoxy)pyrido[4,3-d]pyrimidin-7-yl)-5-fluoronaphthalen-2-ol-3-d C12CN(CC(CC1)N2)C=2C1=C(N=C(N2)OC[C@]23CCCN3C[C@@H](C2)F)C(=C(N=C1)C1=C(C(=CC2=CC=CC(=C12)F)O)[2H])F